8-methyl-4-(4-methyl-1H-benzo[d]imidazol-1-yl)spiro[benzo[e][1,3]oxazine-2,1'-cyclobutane] CC1=CC=CC=2C(=NC3(CCC3)OC21)N2C=NC1=C2C=CC=C1C